C(C)(=O)C1=NN(C2=CC=C(C=C12)C=1C=NC(=NC1)C)CC(=O)N1[C@H]([C@H]2C[C@H]2C1)C(=O)NC1=NC(=CC=C1)Br (1S,2R,5R)-3-(2-(3-acetyl-5-(2-methylpyrimidin-5-yl)-1H-indazol-1-yl)acetyl)-N-(6-bromopyridin-2-yl)-3-azabicyclo[3.1.0]hexane-2-carboxamide